[O-2].[Mg+2].[Si+4].[O-2].[O-2] silicon-magnesium oxide